BrC=1C=NN(C1)C1CC(C1)C(C1=NC=CC=C1)O[Si](C)(C)C(C)(C)C 2-((3-(4-bromo-1H-pyrazol-1-yl)cyclobutyl)((tert-butyldimethylsilyl)oxy)methyl)pyridine